C1(CC1)C1=C(NC2=CC(=CC=C2)C2=NN=NN2CC2CC2)C=CC(=C1)OCC1=NC=CC=C1 2-Cyclopropyl-N-{3-[1-(cyclopropylmethyl)-1H-1,2,3,4-tetrazol-5-yl]phenyl}-4-[(pyridin-2-yl)methoxy]aniline